2-(3-(1-(4-Fluorophenyl)-1H-pyrazol-4-yl)phenyl)ethylamine hydrochloride Cl.FC1=CC=C(C=C1)N1N=CC(=C1)C=1C=C(C=CC1)CCN